CC(C)(C)S(=O)N[C@@H]1C2=CC=CC=C2N(C12CCNCC2)C 2-methyl-N-((R)-1-methyl-spiro[indoline-2,4'-piperidine]-3-yl)propane-2-sulfinamide